CC(COC1=NC=CC=C1C)(C)NC([C@@H](C)[C@H]1N(CCC1)C)=O (S)-N-(2-methyl-1-((3-methylpyridin-2-yl)oxy)propan-2-yl)-2-((S)-1-methylpyrrolidin-2-yl)propanamide